3-(2-bromo-4-chlorophenyl)-1,2-oxazole-5-carbaldehyde BrC1=C(C=CC(=C1)Cl)C1=NOC(=C1)C=O